2-(5-chloropyridin-2-yl)-5-[methyl-(pyridin-4-ylmethyl)amino]-4,5,6,7-tetrahydro-2H-indazol-3-ol ClC=1C=CC(=NC1)N1N=C2CCC(CC2=C1O)N(CC1=CC=NC=C1)C